6-((3,3-difluorocyclobutyl)methoxy)quinoline-4-carboxamide FC1(CC(C1)COC=1C=C2C(=CC=NC2=CC1)C(=O)N)F